1,1-difluoro-2-methylpropan FC(C(C)C)F